C1(CCCC1)CN[C@@H]1CCO[C@]12O[C@@H]([C@@H]([C@@H]([C@H]2O)N2N=NC(=C2)C2=CC(=C(C(=C2)F)F)F)O)CO (4R,5S,7R,8R,9S,10R)-4-((cyclopentylmethyl)amino)-7-(hydroxymethyl)-9-(4-(3,4,5-trifluorophenyl)-1H-1,2,3-triazol-1-yl)-1,6-dioxaspiro[4.5]decan-8,10-diol